2-(2-naphthoxy)aniline C1=C(C=CC2=CC=CC=C12)OC1=C(N)C=CC=C1